FC1=CC=C(OC2=C(C(=C(OCSC3=NOC(C3)(C)C)C(=C2F)F)F)F)C=C1 (((4-(4-fluorophenoxy)-2,3,5,6-tetrafluorophenoxy)methyl)thio)-5,5-dimethyl-4,5-dihydroisoxazole